bis(2-hydroxyethyl)-N-methyl-N-trifluoromethyl-ammonium iodide [I-].OCC[N+](C(F)(F)F)(C)CCO